CS(=O)(=O)C1=CC=C(C=C1)C=1NC(=C(N1)C1=CC=CC=C1)C1=CC=CC=C1 2-(p-methylsulfonylphenyl)-4,5-diphenylimidazole